FC1=C(C(=CC=C1)F)CN (2,6-difluorophenyl)methanamine